4-[(1S)-1-amino-2-methoxyethyl]-6-(1-methylcyclopropyl)-2-{6-[(5S)-5-methyl-6,7-dihydro-5H-pyrrolo[2,1-c][1,2,4]triazol-3-yl]pyridin-2-yl}-2,3-dihydro-1H-pyrrolo[3,4-c]pyridin-1-one N[C@H](COC)C1=NC(=CC2=C1CN(C2=O)C2=NC(=CC=C2)C=2N1C(=NN2)CC[C@@H]1C)C1(CC1)C